2-(5-amino-1-(tetrahydro-2H-pyran-2-yl)-1H-indazol-3-yl)-1-((2-(trimethylsilyl)ethoxy)methyl)-4,6-dihydropyrrolo[3,4-d]imidazole-5(1H)-carboxylic acid tert-butyl ester C(C)(C)(C)OC(=O)N1CC=2N(C(=NC2C1)C1=NN(C2=CC=C(C=C12)N)C1OCCCC1)COCC[Si](C)(C)C